1-((2-(2,6-Dioxopiperidin-3-yl)-1-oxoisoindolin-5-yl)methyl)-3-(4-(((1s,4s)-4-(hydroxymethyl)cyclohexyl)methoxy)phenyl)urea O=C1NC(CCC1N1C(C2=CC=C(C=C2C1)CNC(=O)NC1=CC=C(C=C1)OCC1CCC(CC1)CO)=O)=O